lithium cobalt bis(trifluoromethanesulfonyl)imide salt [N-](S(=O)(=O)C(F)(F)F)S(=O)(=O)C(F)(F)F.[Co+2].[Li+].[N-](S(=O)(=O)C(F)(F)F)S(=O)(=O)C(F)(F)F.[N-](S(=O)(=O)C(F)(F)F)S(=O)(=O)C(F)(F)F